C(C)(C)(C)C=1C=NN2C1C=C(C=C2)C2=NC(=NC=C2)Cl 3-tert-butyl-5-(2-chloropyrimidin-4-yl)pyrazolo[1,5-a]pyridine